3-(1'-(3-(1-ethyl-1H-pyrazol-4-yl)benzyl)-7-oxo-5,7-dihydro-2H,6H-spiro[furo[2,3-f]isoindole-3,4'-piperidin]-6-yl)piperidine-2,6-dione C(C)N1N=CC(=C1)C=1C=C(CN2CCC3(CC2)COC2=CC=4C(N(CC4C=C23)C2C(NC(CC2)=O)=O)=O)C=CC1